ClC=1C=C(C=CC1)[C@H]1C[C@@H](C(N([C@@H]1C1=CC=C(C=C1)Cl)[C@H](CN1C(CCC1)=O)CC)=O)CC(=O)O |r| 2-((3RS,5RS,6SR)-5-(3-chlorophenyl)-6-(4-chlorophenyl)-2-oxo-1-((SR)-1-(2-oxopyrrolidin-1-yl)butan-2-yl)piperidin-3-yl)acetic Acid